2-(1-naphthyloxy)acetic acid C1(=CC=CC2=CC=CC=C12)OCC(=O)O